C1(CC1)C=1C=NC=2N(C1)C=C(N2)C=O (6-cyclopropylimidazo[1,2-a]pyrimidin-2-yl)methanone